1,1-dimethyl-3-(3-(4-(2-(trifluoromethyl)phenyl)piperidine-1-carbonyl)-[1,2,4]triazolo[4,3-a]pyridin-6-yl)urea CN(C(=O)NC=1C=CC=2N(C1)C(=NN2)C(=O)N2CCC(CC2)C2=C(C=CC=C2)C(F)(F)F)C